(2R,3R,4R,5S)-2-(hydroxymethyl)-1-phenethylpiperidine-3,4,5-triyl tribenzoate C(C1=CC=CC=C1)(=O)O[C@@H]1[C@H](N(C[C@@H]([C@H]1OC(C1=CC=CC=C1)=O)OC(C1=CC=CC=C1)=O)CCC1=CC=CC=C1)CO